C(C)C1CC=2C3=NN(C4=CC=C(OCCCNC(OCCN1N2)=O)C=C34)C3OCCCC3 4-ethyl-19-(oxan-2-yl)-8,14-dioxa-5,10,19,20,23-pentaazatetracyclo[13.5.2.12,5.018,21]tricosa-1(20),2(23),15,17,21-pentaen-9-one